ClC(C(O)O)(Cl)Cl 2,2,2-trichloro-1,1-ethanediol